perfluoroepoxypropane tert-butyl-2-(4-cyclobutyl-2-methylphenyl)-2,3,4,5a,6,7,8,9-octahydro-5H-1,2,5,7-tetraazabenzo[cd]azulene-5-carboxylate C(C)(C)(C)OC(=O)N1CCC=2N(N=C3CCNCC1C23)C2=C(C=C(C=C2)C2CCC2)C.FC2(C(C(F)(F)F)(O2)F)F